methyl (1R,2S,5S)-3-[(2S,3R)-2-(benzyloxycarbonylamino)-3-methyl-pentanoyl]-6,6-dimethyl-3-azabicyclo[3.1.0]hexane-2-carboxylate C(C1=CC=CC=C1)OC(=O)N[C@H](C(=O)N1[C@@H]([C@H]2C([C@H]2C1)(C)C)C(=O)OC)[C@@H](CC)C